NC1=CC(=NO1)C1CCN(CC1)C(=O)C1=CC(=C(C=C1)C1=CC=CC=C1)Br [4-(5-aminoisoxazol-3-yl)-1-piperidyl]-(3-bromo-4-phenyl-phenyl)methanone